N=1C=C(N2C1C=NC=C2)CN2CCC1=CC=C(C=C21)C(=O)NC2=CC(=CC(=C2)C(F)(F)F)OCCN2CCOCC2 1-(Imidazo[1,2-a]pyrazin-3-ylmethyl)-N-(3-(2-morpholinoethoxy)-5-(trifluoromethyl)phenyl)indolin-6-carboxamid